5-Chloro-1-(4'-hydroxy-[1,1'-biphenyl]-4-yl)-1H-indazol-6-ol ClC=1C=C2C=NN(C2=CC1O)C1=CC=C(C=C1)C1=CC=C(C=C1)O